OC[C@@H](C)S(=O)(=O)NC1=CC(=C(C(=O)NC2=NC(=CC=C2)OCCC(F)(F)F)C=C1)N1CCC2(CC2)CC1 (R)-4-((2-Hydroxy-1-methylethyl)sulfonamido)-2-(6-azaspiro[2.5]octan-6-yl)-N-(6-(3,3,3-trifluoropropoxy)pyridin-2-yl)benzamide